3-(((Tert-butyldimethylsilyl)oxy)methyl)-6-chloropyridin-2-amine [Si](C)(C)(C(C)(C)C)OCC=1C(=NC(=CC1)Cl)N